(R or S)-1-cyclopentyl-4-(1-(5-phenylpyrimidin-2-yl)ethyl)piperazine-2,3-dione C1(CCCC1)N1C(C(N(CC1)[C@H](C)C1=NC=C(C=N1)C1=CC=CC=C1)=O)=O |o1:11|